C1(=CC=CC=C1)NC1=C(C=CC=C1)N N'-phenyl-phenylendiamin